4-(5-benzyl-3-hydroxy-4,5,6,7-tetrahydro-2H-pyrazolo[4,3-c]pyridin-2-yl)benzoic acid C(C1=CC=CC=C1)N1CC=2C(CC1)=NN(C2O)C2=CC=C(C(=O)O)C=C2